1-(4-fluorophenyl)-3-methoxy-2-methylpropan-1-one FC1=CC=C(C=C1)C(C(COC)C)=O